CC1=CC=C(C=C1)S(=O)(=O)O.C(CC)C1=NC=CC=C1 propyl-pyridine p-toluenesulfonate